IC1=C(C=C(C=C1)CC(=O)O)C 2-(4-iodo-3-methylphenyl)acetic acid